FC(O[C@H]1CN(CC1)CCO[C@H](C)C1=CC=C(C=N1)C1=CC=2C3=C(N=NC2C=C1F)N(C(N3C3CCOCC3)=O)C)F 8-(6-((R)-1-(2-((R)-3-(difluoromethoxy)pyrrolidin-1-yl)ethoxy)ethyl)pyridin-3-yl)-7-fluoro-3-methyl-1-(tetrahydro-2H-pyran-4-yl)-1H-imidazo[4,5-c]cinnolin-2(3H)-one